N-(4,4-diethyl-7-(trifluoromethyl)-4H-chromeno[4,3-d]thiazol-2-yl)-4-methoxy-6-methylpyrimidine-5-carboxamide C(C)C1(OC=2C=C(C=CC2C=2N=C(SC21)NC(=O)C=2C(=NC=NC2C)OC)C(F)(F)F)CC